NC1=C(C=C(C=C1)C[C@@H](C(=O)OC(C)(C)C)NC(=O)OC(C)(C)C)O tert-butyl (S)-3-(4-amino-3-hydroxyphenyl)-2-((tert-butoxycarbonyl)amino)propanoate